ClC1=C(C=C(C=C1)F)C(N)C=1C=2N(C=CC1Cl)C=CN2 (2-chloro-5-fluorophenyl)(7-chloroimidazo[1,2-a]pyridin-8-yl)methanamine